1-[3-methyl-4-[[(1R)-1-phenylethoxy]carbonylamino]isoxazol-5-yl-4-piperidyl-phenyl]cyclopropanecarboxylic acid CC1=NOC(=C1NC(=O)O[C@H](C)C1=CC=CC=C1)C=1C(=C(C=CC1)C1(CC1)C(=O)O)C1CCNCC1